FC1=C(C(=C(C(=C1F)F)F)F)OS(=O)(=O)C=1C=C2C=CC(N(C2=CC1)C1=C(C=C(C(=C1)C)Br)OC)=O 1-(4-Bromo-2-methoxy-5-methylphenyl)-2-oxo-1,2-dihydroquinoline-6-sulfonic acid perfluorophenyl ester